3-amino-2-(3-nitrophenyl)isonicotinic acid NC1=C(C(=O)O)C=CN=C1C1=CC(=CC=C1)[N+](=O)[O-]